CNCCC(=O)N 3-(methylamino)propanamide